(R)-1,3-diphenyl-3-((S)-1,4-dioxaspiro[4.5]decan-2-yl)propan-1-one C1(=CC=CC=C1)C(C[C@@H]([C@@H]1OC2(OC1)CCCCC2)C2=CC=CC=C2)=O